OC1CC(CC1)C(=O)O 3-Hydroxycyclopentanecarboxylic acid